4-((tert-Butoxycarbonyl)amino)-1-(5-((2,3-dichlorophenyl)thio)-6-methylpyrazin-2-yl)piperidine-4-carboxylic acid C(C)(C)(C)OC(=O)NC1(CCN(CC1)C1=NC(=C(N=C1)SC1=C(C(=CC=C1)Cl)Cl)C)C(=O)O